2-chloro-5-fluoro-4-(1-methyl-1H-pyrazol-5-yl)pyrimidine ClC1=NC=C(C(=N1)C1=CC=NN1C)F